5-hydroxymethyl-2-furancarboxylic acid OCC1=CC=C(O1)C(=O)O